(R)-2-fluoro-3-(2-((2-fluoro-2-methylpropyl)amino)propyl)aniline allyl-format C(C=C)C(=O)O.FC1=C(N)C=CC=C1C[C@@H](C)NCC(C)(C)F